[C@H]12COC[C@@H]2C1N(C1=CC2=C(N=CN=C2N)C(=N1)C=1C(=C(C=CC1C)O)C)C([2H])([2H])[2H] 3-((R)-6-(((1R,5S,6r)-3-oxabicyclo[3.1.0]hexan-6-yl)(methyl-d3)amino)-4-aminopyrido[3,4-d]pyrimidin-8-yl)-2,4-dimethylphenol